FC(C(=O)O)(F)F.C(C)(CC)NC1=NC(=NC=C1C)NC1=CC2=C(B(OC2)O)C=C1 5-((4-(sec-butylamino)-5-methylpyrimidin-2-yl)amino)benzo[c][1,2]oxaborol-1(3H)-ol trifluoroacetate